4-Methyl-2-(methylsulfanyl)pyridine CC1=CC(=NC=C1)SC